O[C@@H]1CN(CC1)C1=CC=CC(=N1)S(=O)(=O)NC(=O)C1(CC1)OC1=C(C=CC(=C1)C)C1CC2(C1)CCC2 (S)-N-((6-(3-Hydroxypyrrolidin-1-yl)pyridin-2-yl)sulfonyl)-1-(5-methyl-2-(spiro[3.3]heptan-2-yl)phenoxy)cyclopropane-1-carboxamide